FC1CC(N(C1)C1CN(CC1)C)C(=O)NC=1C=CC=C2C(=CNC12)C1=NC(=NC=C1F)NC=1C(=NN(C1)C)OC 4-fluoro-N-(3-(5-fluoro-2-((3-methoxy-1-methyl-1H-pyrazol-4-yl)amino)pyrimidin-4-yl)-1H-indol-7-yl)-1'-methyl-[1,3'-bipyrrolidine]-2-carboxamide